COC1=C(C=CC(=C1)N1N=CC=C1)S(=O)(=O)Cl 2-Methoxy-4-(1H-pyrazol-1-yl)benzenesulfonyl Chloride